BrC=1C(=C(SC1)NC(CC1=C2C=CN=CC2=CC=C1)=O)C(=O)N 4-bromo-2-(2-(isoquinolin-5-yl)acetamido)thiophene-3-carboxamide